6-bromo-1,3-dimethyl-3,4-dihydroisoquinoline BrC=1C=C2CC(N=C(C2=CC1)C)C